ClC=1C=C(C=CC1F)C1=NC=CC=C1C1=CC=C2C=NN(C2=C1)CC(=O)N 2-(6-(2-(3-Chloro-4-fluorophenyl)pyridin-3-yl)-1H-indazol-1-yl)acetamide